5-tert-butyl-3-(3-bromopropyl)-2-hydroxybenzaldehyde C(C)(C)(C)C=1C=C(C(=C(C=O)C1)O)CCCBr